BrC=1C=C(C=C(C1)F)CO (3-bromo-5-fluoro-phenyl)methanol